N-(1-cyano-1-methyl-ethyl)-5-fluoro-pyridine-2-carboxamide C(#N)C(C)(C)NC(=O)C1=NC=C(C=C1)F